3-(4-fluorophenyl)isothiazol FC1=CC=C(C=C1)C1=NSC=C1